N=1N=CN(C1)C=1C=C(OCCOC2=C(C=C(C#N)C=C2)F)C=CC1 4-(2-(3-(4H-1,2,4-triazol-4-yl)phenoxy)ethoxy)-3-fluorobenzonitrile